tert-Butyl 3-(4-(2-(((benzyloxy)carbonyl)amino)ethyl) phenyl)-3,8-diazabicyclo[3.2.1]octane-8-carboxylate C(C1=CC=CC=C1)OC(=O)NCCC1=CC=C(C=C1)N1CC2CCC(C1)N2C(=O)OC(C)(C)C